NC1=C(C=CC(=C1)NCCC1=CC=C(C=C1)F)NC(CCCCCC)=O N-(2-amino-4-((4-fluorophenethyl)amino)phenyl)heptanamide